C(C)OC([C@H](C1CC1)OC1=C(C=C(C(=C1)F)Br)C1=NOCC1OCCCC)=O Ethyl-(2S)-2-[4-bromo-5-fluoro-2-(4-butoxy-4,5-dihydroisoxazol-3-yl)phenoxy]-2-cyclopropylacetat